ClC1=CC=C(C=C1)C1=C(CCC(C1)(C)C)C(=O)N1CCN(CC1)CC=1C(=C2CN(C(C2=CC1)=O)C1C(NC(CC1)=O)=O)F 3-(5-((4-(4'-chloro-5,5-dimethyl-3,4,5,6-tetrahydro-[1,1'-biphenyl]-2-carbonyl)piperazin-1-yl)methyl)-4-fluoro-1-oxoisoindolin-2-yl)piperidine-2,6-dione